CC(C(CNC(=O)[C@H]1C[C@H](CC1)C(=O)OC)=O)(C)C cis-methyl 3-((3,3-dimethyl-2-oxobutyl)carbamoyl)cyclopentane-1-carboxylate